C(#N)C1=C2C=C(NC2=CC(=C1)F)C(=O)N(C)[C@H]1COCC=2NC(C=3C=C(C=CC3C21)F)=O (R)-4-cyano-6-fluoro-N-(8-fluoro-6-oxo-1,4,5,6-tetrahydro-2H-pyrano[3,4-c]isoquinolin-1-yl)-N-methyl-1H-indole-2-carboxamide